2-(naphthalen-2-yldisulfanyl)benzo[d]oxazole C1=C(C=CC2=CC=CC=C12)SSC=1OC2=C(N1)C=CC=C2